2-(1-methyl-3-(4-(trifluoromethoxy)phenyl)ureido)-5-oxo-5H-thieno[3,2-b]pyran-6-carboxylic acid CN(C(=O)NC1=CC=C(C=C1)OC(F)(F)F)C1=CC=2OC(C(=CC2S1)C(=O)O)=O